(3S,7S)-3-(benzyloxycarbonylamino)-7-methyl-4,7-dihydro-2H-azepin-1,3-dicarboxylic acid O1-benzyl ester O3-methyl ester COC(=O)[C@]1(CN([C@H](C=CC1)C)C(=O)OCC1=CC=CC=C1)NC(=O)OCC1=CC=CC=C1